tert-Butyl-((7R)-2-(2-(1-(cyclopropylmethyl)-6-methyl-1H-pyrrolo[2,3-b]pyridin-2-yl)-4-fluoro-3-methylpyrazolo[1,5-a]pyridine-6-carbonyl)-2-azabicyclo[2.2.1]heptan-7-yl)carbamate C(C)(C)(C)OC(N[C@H]1C2N(CC1CC2)C(=O)C=2C=C(C=1N(C2)N=C(C1C)C1=CC=2C(=NC(=CC2)C)N1CC1CC1)F)=O